[Br-].ClCC(C[N+](C)(C)C)O 3-chloro-2-hydroxypropyl-N,N,N-trimethylammonium bromide